C(C)(C)(C)OC(=O)N(C(OC(C)(C)C)=O)C1=NC=NC(=C1)C1=NC(=CC(=C1)[C@@H]1COC[C@@H](CN1CC1=CC=C(C=C1)OC)F)Cl tert-butyl (tert-butoxycarbonyl)(6-(6-chloro-4-((3R,6R)-6-fluoro-4-(4-methoxybenzyl)-1,4-oxazepan-3-yl)pyridin-2-yl)pyrimidin-4-yl)carbamate